7-Bromo-2-(4,4-difluoropiperidin-1-yl)-1-methyl-1H-benzo[d]imidazole BrC1=CC=CC2=C1N(C(=N2)N2CCC(CC2)(F)F)C